F[P-](F)(F)(F)(F)F.CN(C)C(=[N+](C)C)N1N=NC2=NC=CC=C21 N-[(Dimethylamino)-1H-1,2,3-triazolo-[4,5-b]pyridin-1-ylmethylene]-N-methyl-methanaminium hexafluorophosphate